C(CCCCCC)C(CO)CCCCCCCC 2-heptyl-1-decanol